tert-butyl((6-(2-((4-methoxybenzyl)oxy)ethyl)-pentadecyl)oxy)diphenylsilane C(C)(C)(C)[Si](C1=CC=CC=C1)(C1=CC=CC=C1)OCCCCCC(CCCCCCCCC)CCOCC1=CC=C(C=C1)OC